2-decylamino-1,4-naphthoquinone C(CCCCCCCCC)NC=1C(C2=CC=CC=C2C(C1)=O)=O